ClC1=C(C=C(C=C1)F)C1=CC=C(N=N1)NC1C[C@@H]2[C@@H](CN(C2)CC2=C(C=CC=C2)OC)C1 (3aR,5s,6aS)-N-[6-(2-chloro-5-fluoro-phenyl)pyridazin-3-yl]-2-[(2-methoxy-phenyl)methyl]-3,3a,4,5,6,6a-hexahydro-1H-cyclopenta[c]pyrrol-5-amine